COC=1C=C2C(=C(NC2=CC1)C)CCNC(C)=O N-(2-(5-Methoxy-2-methyl-1H-indol-3-yl)ethyl)acetamide